(4,4-bis(mercaptomethylthio)-2-thiabutyl)methane SCSC(CSCC)SCS